FC1([C@@H](C1)C1=CC(=C(C=C1F)N1C(C=CC2=CC(=CC=C12)S(=O)(=O)NC1=NOC=C1)=O)OC)F (P)-(S)-1-(4-(2,2-DIFLUOROCYCLOPROPYL)-5-FLUORO-2-METHOXYPHENYL)-N-(ISOXAZOL-3-YL)-2-OXO-1,2-DIHYDROQUINOLINE-6-SULFONAMIDE